FCCN(C(=O)[C@H]1CN([C@@H]2CC=3C4=C(C2=C1)C=CC=C4NC3)C)CCF (6aR,9R)-N,N-bis(2-fluoroethyl)-7-methyl-4,6,6a,7,8,9-hexahydroindolo[4,3-fg]quinoline-9-carboxamide